citral diethyl acetal C(C)OC(C=C(CCC=C(C)C)C)OCC